hydroxy-1-isopropyl-2-oxo-1,2-dihydropyrrolo[1,2-b]pyridazine OC1=CC=2N(N(C1=O)C(C)C)C=CC2